(S)-2-(5-Bromobenzo[b]thiophen-2-carboxamido)-N1-(1-(2-(2-adamantylamino)-2-oxoethyl)-2-oxo-1,2-dihydropyridin-3-yl)-N6-methyl-5-oxohexandiamid BrC1=CC2=C(SC(=C2)C(=O)N[C@H](C(=O)NC=2C(N(C=CC2)CC(=O)NC2C3CC4CC(CC2C4)C3)=O)CCC(C(=O)NC)=O)C=C1